N(=[N+]=[N-])C1=CC=C(C=C1)C=CC=C1C(C(CC(C1)C)=CC=CC1=CC=C(C=C1)N=[N+]=[N-])=O 2,6-bis[3-(4-azidobenzenyl)-2-propenylidene]-4-methylcyclohexanone